Cl.N[C@H](CNC(=O)C=1NC2=CC(=CC=C2C1)C1=CC=CC=C1)CCCN (S)-N-(2,5-diaminopentyl)-6-phenyl-1H-indole-2-carboxamide hydrochloride